8-(1-Bromoethyl)-2-indan-2-yl-3,6-dimethyl-chromen-4-one BrC(C)C=1C=C(C=C2C(C(=C(OC12)C1CC2=CC=CC=C2C1)C)=O)C